ON1C=CC2=CC=CC=C12 N-hydroxyindole